[Cl-].C1(=CC=CC=C1)C[NH3+] benzene-methanaminium chloride